N-(2-((1S,4S)-2-oxa-5-azabicyclo[2.2.1]heptan-5-yl)-5-((6-((R)-3-(2-fluoro-3-(trifluoromethyl)phenyl)isooxazolidin-2-yl)pyrimidin-4-yl)amino)-4-methoxyphenyl)acrylamide [C@@H]12OC[C@@H](N(C1)C1=C(C=C(C(=C1)OC)NC1=NC=NC(=C1)N1OCC[C@@H]1C1=C(C(=CC=C1)C(F)(F)F)F)NC(C=C)=O)C2